C(C)(C)(C)C=1C=C(C=C(C1O)C(C)(C)C)CCC(=O)OCC(COC(CCC1=CC(=C(C(=C1)C(C)(C)C)O)C(C)(C)C)=O)(COC(CCC1=CC(=C(C(=C1)C(C)(C)C)O)C(C)(C)C)=O)COC(CCC1=CC(=C(C(=C1)C(C)(C)C)O)C(C)(C)C)=O pentaerythritol tetrakis(3-(3,5-dit-butyl 4-hydroxyphenyl) propionate)